FC(C)(F)C1=NC(=CC(=N1)C1=CN(C2=CN=C(C=C21)NC(C)=O)[C@@H]2COCC2)C |r| N-[3-[2-(1,1-difluoroethyl)-6-methyl-pyrimidin-4-yl]-1-[rac-(3S)-tetrahydrofuran-3-yl]pyrrolo[2,3-c]pyridin-5-yl]acetamide